methyl (S)-2-((4-((6-((4-cyano-2-fluorophenoxy) methyl) pyridin-2-yl) methoxy) piperidin-1-yl) methyl)-1-(oxetan-2-ylmethyl)-1H-benzo[d]imidazole-6-carboxylate C(#N)C1=CC(=C(OCC2=CC=CC(=N2)COC2CCN(CC2)CC2=NC3=C(N2C[C@H]2OCC2)C=C(C=C3)C(=O)OC)C=C1)F